CN(CC=CC(=O)N1CC(CC1)N1C(C(=NC=2C=NC(=NC12)NC1=CC(=C(C=C1)N1CCN(CC1)C)C)C1=CC=CC=C1)=O)C 8-(1-(4-(dimethylamino)-2-butenoyl)-3-pyrrolidinyl)-2-((3-methyl-4-(4-methyl-1-piperazinyl)phenyl)amino)-6-phenyl-7(8H)-pteridinone